NC=1SC2=C(N1)C=C(C=C2)C=2N=CC(=NC2)N2C(N(N=C2)C\C(=C\F)\CN)=O 4-[5-(2-amino-1,3-benzothiazol-5-yl)pyrazin-2-yl]-2-[(2E)-2-(aminomethyl)-3-fluoroprop-2-en-1-yl]-2,4-dihydro-3H-1,2,4-triazol-3-one